N-methyl-6-(trifluoromethyl)quinazolin-4-amine CNC1=NC=NC2=CC=C(C=C12)C(F)(F)F